4-isopropyl-5-(8-methyl-[1,2,4]triazolo[1,5-a]pyridin-6-yl)-N-(morpholin-2-ylmethyl)-1H-pyrazole-3-carboxamide C(C)(C)C=1C(=NNC1C=1C=C(C=2N(C1)N=CN2)C)C(=O)NCC2CNCCO2